tert-Butyl (2S,4R)-4-[tert-butyl(dimethyl)silyl]oxy-2-[1-[2-[4-(4-methylthiazol-5-yl)phenyl]ethyl]imidazol-2-yl]pyrrolidine-1-carboxylate [Si](C)(C)(C(C)(C)C)O[C@@H]1C[C@H](N(C1)C(=O)OC(C)(C)C)C=1N(C=CN1)CCC1=CC=C(C=C1)C1=C(N=CS1)C